(3S,4R)-4-(2,6-difluoro-4-methoxyphenyl)-3-{[5-(pyridin-3-yl)-1,3,4-oxadiazol-2-yl]amino}pyrrolidin-2-one FC1=C(C(=CC(=C1)OC)F)[C@H]1[C@@H](C(NC1)=O)NC=1OC(=NN1)C=1C=NC=CC1